C1(CC1)CN1C(=CC2=CC=CC=C12)C1=NC2=C(N1CC=1C=NN(C1)C)C(=CC(=C2)C(=O)N2CC(C2)CN)OC (1-{2-[1-(cyclopropylmethyl)-1H-indol-2-yl]-7-methoxy-1-[(1-methyl-1H-pyrazol-4-yl)methyl]-1H-1,3-benzodiazole-5-carbonyl}azetidin-3-yl)methanamine